CC1=NNC2=CC=C(C=C12)C 3,5-dimethyl-1H-indazole